N=1N=CN2N=C(C=CC21)N2N=C(C(=C2C)CCC(=O)N2CCC(CC2)CC2=CC=CC=C2)C 3-(1-([1,2,4]triazolo[4,3-b]pyridazin-6-yl)-3,5-dimethyl-1H-pyrazol-4-yl)-1-(4-benzylpiperidin-1-yl)propan-1-one